(S)-N-(5-(3-hydroxypyrrolidin-1-yl)-2-morpholinooxazolo[4,5-b]pyridin-6-yl)-2-(6-methoxypyridin-3-yl)oxazole-4-carboxamide 4-nitrophenyl-acetate [N+](=O)([O-])C1=CC=C(C=C1)CC(=O)O.O[C@@H]1CN(CC1)C1=C(C=C2C(=N1)N=C(O2)N2CCOCC2)NC(=O)C=2N=C(OC2)C=2C=NC(=CC2)OC